N-((1S)-1-(5-((1,1-Dimethyl-2,3-dihydro-1H-inden-2-yl)amino)pyridin-2-yl)-2,2,2-trifluoroethyl)-N-methylpivalamide CC1(C(CC2=CC=CC=C12)NC=1C=CC(=NC1)[C@@H](C(F)(F)F)N(C(C(C)(C)C)=O)C)C